The molecule is a macrolide that is 4,15-dioxabicyclo[9.3.1]pentadec-9-en-3-one substituted by a hydroxy group at position 14 and a methyl group at position 5 (the 1S,5S,9E,11R,14S stereoisomer). It is isolated from the marine-derived fungus Aspergillus ostianus and exhibits cytotoxic activity against mouse lymphocytic leukemia cells (L1210). It has a role as an antineoplastic agent and an Aspergillus metabolite. It is a bridged compound, a cyclic ether, a macrolide and a secondary alcohol. C[C@H]1CCC/C=C/[C@H]2CC[C@@H]([C@@H](O2)CC(=O)O1)O